(S)-2-((1-(4-oxo-2-(piperidin-1-yl)-4H-pyrido[1,2-a]pyrimidin-9-yl)ethyl)amino)benzoic acid O=C1C=C(N=C2N1C=CC=C2[C@H](C)NC2=C(C(=O)O)C=CC=C2)N2CCCCC2